FCC1=C(C=C(N=N1)N1C(NC(C=C1)=O)=O)[C@@H]1[C@H](C1)C(C)C (6-(fluoromethyl)-5-((1s,2r)-2-isopropylcyclopropyl)pyridazin-3-yl)pyrimidine-2,4(1h,3h)-dione